C(CCC)N(CC)CC=1C=C(C=CC1)C1=CC=2C(=NC=CC2C=2C=C3C(=NNC3=CC2)N)N1 5-(2-(3-((butyl(ethyl)amino)methyl)phenyl)-1H-pyrrolo[2,3-b]pyridin-4-yl)-1H-indazol-3-amine